CS(=O)(=O)NCC=1C=C(C=CC1)B(O)O (3-(methylsulfonamidomethyl)phenyl)boronic acid